1-(propyl-iso-propylamino)-1,4-disilabutane C(CC)N([SiH2]CC[SiH3])C(C)C